methyl (1R,2R)-2-[[rac-(3S)-7-[bis[(4-methoxyphenyl)methyl]sulfamoyl]-6'-chloro-spiro[2,4-dihydro-1,5-benzoxazepine-3,1'-tetralin]-5-yl]methyl]cyclobutanecarboxylate COC1=CC=C(C=C1)CN(S(=O)(=O)C=1C=CC2=C(N(C[C@@]3(CCCC4=CC(=CC=C34)Cl)CO2)C[C@H]2[C@@H](CC2)C(=O)OC)C1)CC1=CC=C(C=C1)OC |&1:20|